p-chlorophenyl-isoxazole ClC1=CC=C(C=C1)C1=NOC=C1